CN1C[C@@H](CCC1)NC1=NN=C(C2=CC=CC=C12)C1=C(C=CC=C1)O (R)-2-(4-((1-methylpiperidin-3-yl)amino)phthalazin-1-yl)phenol